ethyl 1-(4-[[5-(benzyloxy)-2-(4-chlorophenyl)-3-methyl-1H-indol-1-yl] methyl] phenyl)-1,4,7,10-tetraoxadodecan-12-oate C(C1=CC=CC=C1)OC=1C=C2C(=C(N(C2=CC1)CC1=CC=C(C=C1)OCCOCCOCCOCC(=O)OCC)C1=CC=C(C=C1)Cl)C